BrC=1C(=C(C(=C(N(CC2=CC=C(C=C2)OC)CC2=CC=C(C=C2)OC)C1)F)C)\C=C\OCC (E)-5-bromo-4-(2-ethoxyvinyl)-2-fluoro-N,N-bis(4-methoxybenzyl)-3-methylaniline